C(OC1=CC=C(C=C1)CCCC)(OC1=CC=C(C=C1)CCCC)=O di(4-butyl-phenyl) carbonate